OC1=CC=C(C=C1)C(C)(C)C1=CC=C(C=C1)C(C)(C1=CC=C(C=C1)O)C1=CC=C(C=C1)O 4,4'-(1-(4-(1-(4-hydroxyphenyl)-1-methylethyl)-phenyl)-ethylidene)-bisphenol